tetrakisisocyanocopper(I) tetrafluoroborate F[B-](F)(F)F.[N+](#[C-])[Cu-3]([N+]#[C-])([N+]#[C-])[N+]#[C-]